1-(3-((R)-1-amino-8-azaspiro[4.5]dec-8-yl)-6-(2,3-dichlorophenyl)-5-methylpyrazin-2-yl)ethan-1-ol N[C@@H]1CCCC12CCN(CC2)C=2C(=NC(=C(N2)C)C2=C(C(=CC=C2)Cl)Cl)C(C)O